6-chloro-7-fluoro-3-(1H-imidazol-1-yl)-5-methoxy-1-methyl-2-(3-((methylsulfonyl)methyl)-1H-1,2,4-triazol-5-yl)-1H-indole ClC1=C(C=C2C(=C(N(C2=C1F)C)C1=NC(=NN1)CS(=O)(=O)C)N1C=NC=C1)OC